7-(6-exo-hydroxy-3-phenyl-3a-(1-phenylvinyl)-1,3a,4,5,6,6a-hexahydropentalen-2-yl)heptyl (2-(trimethylammonio)ethyl) phosphate P(=O)(OCCCCCCCC=1CC2C(CCC2(C1C1=CC=CC=C1)C(=C)C1=CC=CC=C1)O)(OCC[N+](C)(C)C)[O-]